ClC=1C(=NC=C(C1)Cl)[C@@H](C)NC1=C(C=CC=2N=C(SC21)N2CC(C2)[C@@H]2CN(CCC2)C2CC(C2)(C(=O)O)C)F (1R,3r)-3-((3R)-3-(1-(7-((1-(3,5-dichloropyridin-2-yl)ethyl)amino)-6-fluorobenzo[d]thiazol-2-yl)azetidin-3-yl)piperidin-1-yl)-1-methylcyclobutane-1-carboxylic acid